(E)-1-(((4-((2-(aminomethyl)-3-fluoroallyl)oxy)phenyl)sulfonyl)methyl)-5,5-dimethylpyrrolidin-2-one NC/C(/COC1=CC=C(C=C1)S(=O)(=O)CN1C(CCC1(C)C)=O)=C\F